C(CCCCCCCCCCCCCCCCCCCCCCCCCCCCC)O triacontanol